COC1=CC(=C(C=N1)C=1C=NC=2CCN(CC2C1)C=1C(=CC=2N(N1)C(C=C(N2)C)=O)C)C 7-(3-(6-methoxy-4-methylpyridin-3-yl)-7,8-dihydro-1,6-naphthyridin-6(5H)-yl)-2,8-dimethyl-4H-pyrimido[1,2-b]pyridazin-4-one